tert-butyl 1-(1-(2,4-difluorophenyl)cyclopropyl)-2-(4-hydroxypiperidin-1-yl)-2-oxoethylcarbamate FC1=C(C=CC(=C1)F)C1(CC1)C(C(=O)N1CCC(CC1)O)NC(OC(C)(C)C)=O